(3S)-3-[4-[(2R/S)-2,3-dimethylbutoxy]phenyl]hex-4-ynoic acid methyl ester COC(C[C@H](C#CC)C1=CC=C(C=C1)OC[C@@H](C(C)C)C)=O |&1:16|